FC1=C(C=CC=C1)C(=C)NC(C1=CC=CC=C1)=O N-(1-(2-fluorophenyl)vinyl)benzamide